3-(benzothiazol-7-yl)-8-dimethylamino-8-phenyl-1,3-diazaspiro[4.5]decan-2-one S1C=NC2=C1C(=CC=C2)N2C(NC1(C2)CCC(CC1)(C1=CC=CC=C1)N(C)C)=O